2-phenyl-1,3-butadiene C1(=CC=CC=C1)C(=C)C=C